tert-butyl (S)-4-(6-fluoro-1-(2-isopropyl-4-methylpyridin-3-yl)-7-(2-(methylsulfanyl) pyridin-3-yl)-2-carbonyl-1,2-dihydropyrido[2,3-d]pyrimidin-4-yl)-3-methylpiperazine-1-carboxylate FC1=CC2=C(N(C(N=C2N2[C@H](CN(CC2)C(=O)OC(C)(C)C)C)=C=O)C=2C(=NC=CC2C)C(C)C)N=C1C=1C(=NC=CC1)SC